C12(CC3CC(CC(C1)C3)C2)NCCC2=CC=C(C=C2)N(C)CC=2C=3C1=C(C(N(C1=CC2)C2C(NC(CC2)=O)=O)=O)C=CC3 3-(6-(((4-(2-((adamantan-1-yl)amino)ethyl)phenyl)(methyl)amino)methyl)-2-oxobenzo[cd]indol-1(2H)-yl)piperidine-2,6-dione